tert-butyl 3-bromo-6,7-dihydropyrazolo[1,5-a]pyrimidine-4(5H)-carboxylate BrC=1C=NN2C1N(CCC2)C(=O)OC(C)(C)C